C(C=C)(=O)OCCC[Si](OCCOC)(OCCOC)OCCOC 3-Acryloyloxypropyl-tris(methoxyethoxy)silane